3-ethoxy-1-(2,6-difluorophenyl)-1H-pyrazole-5-carboxylic acid ethyl ester C(C)OC(=O)C1=CC(=NN1C1=C(C=CC=C1F)F)OCC